methyl (S)-2-(1-(6-(5-((4-(cyclopropylmethyl)-3-methyl-2-oxopyridin-1(2H)-yl)methyl)-1-methyl-1H-1,2,3-triazol-4-yl)-2-methylpyridin-3-yl)-5,5-difluoropiperidin-3-yl)acetate C1(CC1)CC1=C(C(N(C=C1)CC1=C(N=NN1C)C1=CC=C(C(=N1)C)N1C[C@H](CC(C1)(F)F)CC(=O)OC)=O)C